tert-butyl (3R,4R)-3-fluoro-4-(piperidin-4-yloxy)piperidine-1-carboxylate F[C@@H]1CN(CC[C@H]1OC1CCNCC1)C(=O)OC(C)(C)C